4-oxodipyrido[2,3-b:3',4'-e]pyrazin O=C1CC=NC2=NC3=C(N=C21)C=NC=C3